Methyl 2-(3-bromo-2-(methoxymethoxy)phenyl)-3-hydroxy-2-methylpropanoate BrC=1C(=C(C=CC1)C(C(=O)OC)(CO)C)OCOC